COC1=C(C2=C(C=N1)C(=CN2CC2=CC=C(C=C2)NS(=O)(=O)N)C)C2=NN(C=C2)C N-(4-((6-methoxy-3-methyl-7-(1-methyl-1H-pyrazol-3-yl)-1H-pyrrolo[3,2-c]pyridin-1-yl)methyl)phenyl)sulfamide